CC[C@H](C)C(=O)O[C@H]1C[C@@H](C=C2[C@H]1[C@H]([C@H](C=C2)C)CC[C@H](C[C@H](CC(=O)O)O)O)O The molecule is a carboxylic ester resulting from the formal condensation of (S)-2-methylbutyric acid with the hydroxy group adjacent to the ring junction of (3R,5R)-7-[(1S,2S,6S,8S,8aR)-6,8-dihydroxy-2-methyl-1,2,6,7,8,8a-hexahydronaphthalen-1-yl]-3,5-dihydroxyheptanoic acid. Derived from microbial transformation of mevastatin, pravastatin is a reversible inhibitor of 3-hydroxy-3-methylglutaryl-coenzyme A (HMG-CoA). The sodium salt is used for lowering cholesterol and preventing cardiovascular disease. It is one of the lower potency statins, but has the advantage of fewer side effects compared with lovastatin and simvastatin. It has a role as a metabolite, an anticholesteremic drug, a xenobiotic and an environmental contaminant. It is a 3-hydroxy carboxylic acid, a hydroxy monocarboxylic acid, a carboxylic ester, a secondary alcohol, a carbobicyclic compound and a statin (semi-synthetic). It derives from a (3R,5R)-7-[(1S,2S,6S,8S,8aR)-6,8-dihydroxy-2-methyl-1,2,6,7,8,8a-hexahydronaphthalen-1-yl]-3,5-dihydroxyheptanoic acid and a (S)-2-methylbutyric acid. It is a conjugate acid of a pravastatin(1-).